C(C)(C)(C)OC(=O)N1CCC2(CCC(C2)I)CC1 2-iodo-8-azaspiro[4.5]decane-8-carboxylic acid tert-butyl ester